CC1=C(C=C(C(=C1)SC1=CC(=CC=C1)OC(C(F)(F)F)(F)F)C)N=CN(C)CC N'-(2,5-dimethyl-4-{[3-(pentafluoroethoxy)phenyl]sulfanyl}phenyl)-N-ethyl-N-methylimidoformamid